Cl.C(C1=CC=CC=C1)N1[C@@H]2[C@H](CC1)C(NC2)C |r| rac-(3ar,6ar)-1-benzyl-4-methyl-octahydropyrrolo[3,4-b]pyrrole HCl salt